2-chloro-2'-methyl-6'-(3-pyridyl)spiro[4,5-dihydrothieno[2,3-c]pyran-7,4'-piperidine] ClC1=CC2=C(S1)C1(CC(NC(C1)C=1C=NC=CC1)C)OCC2